ClC=1C(=NC(=NC1)NC1=CC=C(C=C1)N1CCN(CC1)C)NC1=CC(=C(C#N)C=C1)OCC1=C(C=CC=C1)F 4-((5-chloro-2-((4-(4-methylpiperazin-1-yl)phenyl)-amino)-pyrimidin-4-yl)amino)-2-((2-fluorobenzyl)-oxy)benzonitrile